ClC=1C=C(C=C(C1)Cl)C1=NC(=CC(=C1)CN1CCC(CC1)COC(NC)=O)OC=1C=NC(=NC1)N1CCN(CC1)C(C)CCO (1-((2-(3,5-dichloro-phenyl)-6-((2-(4-(4-hydroxybutan-2-yl) piperazin-1-yl)pyrimidin-5-yl)oxy)pyridin-4-yl)methyl)piperidin-4-yl)methylmethyl-carbamate